acetamide, trifluoroacetate salt FC(C(=O)O)(F)F.C(C)(=O)N